C(C([2H])([2H])[2H])(=O)C=1C(NC=CC1)=O 3-(acetyl-d3)pyridin-2(1H)-one